5-(2-chloro-3-(1-(4-formyl-3,5-dimethoxyphenyl)-1H-indol-4-yl)phenyl)-3-methoxypyrazine-2-carbaldehyde ClC1=C(C=CC=C1C1=C2C=CN(C2=CC=C1)C1=CC(=C(C(=C1)OC)C=O)OC)C=1N=C(C(=NC1)C=O)OC